4-(1-(2-fluorophenyl)azetidin-3-yl)-2,6-dimethylbenzaldehyde FC1=C(C=CC=C1)N1CC(C1)C1=CC(=C(C=O)C(=C1)C)C